rac-N-((1R,2R,3R,4S)-3-isopropylbicyclo[2.2.1]heptan-2-yl)-4-methylbenzenesulfonamide C(C)(C)[C@H]1[C@@H]([C@@H]2CC[C@H]1C2)NS(=O)(=O)C2=CC=C(C=C2)C |r|